C(CC)OC1CCC2=CC=CC=C12 propoxyindane